C(=O)O.O=CCCC(=O)O 4-oxobutanoic acid formate